4-hexenyltrimethoxysilane C(CCC=CC)[Si](OC)(OC)OC